ClC1=CC=C(C=C1)C1=N[C@H](C=2N(C3=C1C=C(C=C3)OC)C(=NN2)C)[C@H](C(=O)OC)C Methyl (2r)-2-[(4s)-6-(4-Chlorophenyl)-8-Methoxy-1-Methyl-4h-[1,2,4]triazolo[4,3-A][1,4]benzodiazepin-4-Yl]propanoate